ClC1=C(C=CC=C1F)C([C@H](CCC)NC(OC(C)(C)C)=O)=O Tert-butyl (S)-(1-(2-chloro-3-fluorophenyl)-1-oxopentan-2-yl)carbamate